N1(N=CC=C1)CCNC(=O)C1=NOC(=C1)C1=CC(=CC(=C1)C)C N-(2-(1H-pyrazol-1-yl)ethyl)-5-(3,5-dimethylphenyl)isoxazole-3-carboxamide